C(C=1C(C(=O)O)=CC=CC1)(=O)OC(C=C)=O acrylic phthalic anhydride